(S)-2,5-DIMETHYLHEX-5-ENOIC ACID C[C@H](C(=O)O)CCC(=C)C